methyl 3-(4-(hydroxymethyl) piperidin-1-yl)-1,2,4-triazine-6-carboxylate OCC1CCN(CC1)C=1N=NC(=CN1)C(=O)OC